Monoisononyl itaconate C(C(=C)CC(=O)[O-])(=O)OCCCCCCC(C)C